Prop-2-ene CC=C